2-(3-(4-aminocyclohexyl)-1H-pyrrolo[2,3-c]pyridin-1-yl)-5-fluoro-N-isopropyl-N-methylbenzamide NC1CCC(CC1)C1=CN(C2=CN=CC=C21)C2=C(C(=O)N(C)C(C)C)C=C(C=C2)F